C(CCCCCCCCC(=O)OC1CC(N(C(C1)(C)C)C)(C)C)(=O)OC methyl 1,2,2,6,6-pentamethyl-4-piperidyl sebacate